CC1N(CC(C(C1)=O)C)C(=O)OC(C)(C)C tert-butyl 2,5-dimethyl-4-oxo-piperidine-1-carboxylate